OC(=O)[C@@]1(O)C[C@H](O)[C@@H](N)[C@@H](O1)[C@H](O)[C@H](O)CO alpha-neuraminic acid